CC=1C=C(C=CC1OCCN1CCCC1)NC1=NC=C(C(=N1)NC1C(C2C=CC1C2)C(=O)N)C=2C=NC=CC2 3-((2-((3-methyl-4-(2-(pyrrolidin-1-yl)ethoxy)phenyl)amino)-5-(pyridin-3-yl)pyrimidin-4-yl)amino)bicyclo[2.2.1]hept-5-ene-2-carboxamide